benzyl-triethylamine imidazole salt N1C=NC=C1.C(C1=CC=CC=C1)CCN(CC)CC